2-[6-[[4-(trifluoromethyl)triazol-2-yl]methyl]-2-azaspiro[3.3]heptane-2-carbonyl]-2,5-diazaspiro[3.4]octan-6-one FC(C1=NN(N=C1)CC1CC2(CN(C2)C(=O)N2CC3(C2)NC(CC3)=O)C1)(F)F